O[C@]([C@H](/C=C/[C@@H]([C@H](C=O)\C(\C)=C\C=C\[C@@H](COC(N(C)CCOC)=O)C)C)OC(C)=O)(CC[C@@H](CC=O)O)C Acetic acid [(2s,3s,4e,6s,7s,10s)-7,10-dihydroxy-2-[(2e,4e,6s)-7-[2-methoxyethyl (methyl) carbamoyl] oxy-6-methylhept-2,4-dien-2-yl]-3,7-dimethyl-12-oxo-1-oxododec-4-en-6-yl] ester